3-(allyloxy)-2-methylpropanoic acid C(C=C)OCC(C(=O)O)C